methylenebis(4-ethyl-6-tertbutylphenol) C(C1=C(C(=CC(=C1)CC)C(C)(C)C)O)C1=C(C(=CC(=C1)CC)C(C)(C)C)O